C(C)(C)N1[C@@H](CCC1)CC(=O)NC=1C=C(C(=NC1)C)NC(=O)C=1C=NN2C1SC(=C2)C=2C(=NC=CC2)OC (S)-N-(5-(2-(1-isopropylpyrrolidin-2-yl)acetamido)-2-methylpyridin-3-yl)-2-(2-methoxypyridin-3-yl)pyrazolo[5,1-b]thiazole-7-carboxamide